2-(4,5-dichloro-6-oxo-pyridazin-1-yl)-N-[4-(dimethylsulfamoyl)-5-methyl-2-pyridyl]acetamide ClC=1C=NN(C(C1Cl)=O)CC(=O)NC1=NC=C(C(=C1)S(N(C)C)(=O)=O)C